O=C1NC(CCC1N1C(C2=CC=C(C=C2C1=O)CNC=1C=CC=C2CN(C(C12)=O)C(C(=O)NC=1SC=CN1)C1=C(C=CC(=C1)F)O)=O)=O 2-(7-(((2-(2,6-dioxopiperidin-3-yl)-1,3-dioxoisoindoline-5-yl)methyl)amino)-1-Oxoisoindolin-2-yl)-2-(5-fluoro-2-hydroxyphenyl)-N-(thiazol-2-yl)acetamide